((3aR,5r,6aS)-5-(5-chloro-1H-indazol-7-yl)-5-hydroxyhexahydrocyclopenta[c]pyrrol-2(1H)-yl)(phenyl)methanone ClC=1C=C2C=NNC2=C(C1)C1(C[C@@H]2[C@@H](CN(C2)C(=O)C2=CC=CC=C2)C1)O